N-(cis-6-fluoro-2,3-dihydro-inden-2-ol-1-yl)-2-(1-methyl-1H-pyrazol-4-yl)-3-oxo-2,3-dihydropyridazine-4-carboxamide FC1=CC=C2C[C@@H]([C@@H](C2=C1)NC(=O)C=1C(N(N=CC1)C=1C=NN(C1)C)=O)O